4-((R)-5-(3,5-dichloro-4-fluorophenyl)-5-(trifluoromethyl)-4,5-dihydroisoxazol-3-yl)-N-(2-ethyl-3-oxoisoxazolidin-4-yl)-2-methylbenzamide ClC=1C=C(C=C(C1F)Cl)[C@]1(CC(=NO1)C1=CC(=C(C(=O)NC2C(N(OC2)CC)=O)C=C1)C)C(F)(F)F